5-bromo-N-(3-methoxy-2,6-dimethylphenyl)-2,7-dimethyl-2H-indol-4-amine BrC1=C(C2=CC(N=C2C(=C1)C)C)NC1=C(C(=CC=C1C)OC)C